(methylcyclopentadienyl)tris(methylethylamino)zirconium CC1(C=CC=C1)[Zr](N(C)CC)(N(C)CC)N(CC)C